6-[(3S)-3-(cyanomethyl)piperazin-1-yl]-N-(3-hydroxy-1-naphthyl)-2-(2-pyridyl)pyrimidine-4-carboxamide C(#N)C[C@H]1CN(CCN1)C1=CC(=NC(=N1)C1=NC=CC=C1)C(=O)NC1=CC(=CC2=CC=CC=C12)O